C1(CC1)NC1CCN(CC1)C=1C2=CN(N=C2C(=CC1)C(=O)NC=1N=C2N(C=C(N=C2CNC(C(F)(F)F)C)C)C1)C 4-[4-(cyclopropylamino)-1-piperidyl]-2-methyl-N-[6-methyl-8-[[(2,2,2-trifluoro-1-methyl-ethyl)amino]methyl]imidazo[1,2-a]pyrazin-2-yl]indazole-7-carboxamide